(1R,4R)-7'-fluoro-4-(3-chloroanilino)-2'-{(2R)-3-[(4-methoxyphenyl)methoxy]-2-methylpropyl}spiro[cyclohexane-1,1'-indene]-4-carboxylic acid methyl ester COC(=O)C1(CCC2(C(=CC3=CC=CC(=C23)F)C[C@H](COCC2=CC=C(C=C2)OC)C)CC1)NC1=CC(=CC=C1)Cl